[I].[Se].[B].[Ba].[Cs] cesium barium boron selenium iodine